C(C)(=O)OC1=C2N(NC=C1)C=CN=C2 pyrazino[1,2-b]pyridazin-4-yl acetate